O1CCC(C2=C1C=CC=C2)N 3,4-dihydro-2H-1-benzopyran-4-amine